cis-3-Fluoro-1-(oxetan-3-yl)piperidin FC1CN(CCC1)C1COC1